C1(CC1)C1=C(C(=NO1)C1=C(C=CC=C1)OC(F)(F)F)COC1C[C@H]2CC[C@@H](C1)N2C=2SC=C(N2)C2=C(C=C(C(=O)OC)C=C2)C methyl 4-(2-((1R,3r,5S)-3-((5-cyclopropyl-3-(2-(trifluoromethoxy) phenyl) isoxazol-4-yl) methoxy)-8-azabicyclo[3.2.1]oct-8-yl) thiazol-4-yl)-3-methylbenzoate